C[C@H]1N(C[C@H]1N1CCNCC1)C1=CC(=NC(=N1)C(F)(F)F)N1CCC2(CC1)OCC=1N=CSC12 1'-(6-((2R,3R)-2-Methyl-3-(piperazin-1-yl)azetidin-1-yl)-2-(trifluoromethyl)pyrimidin-4-yl)-4H-spiro[furo[3,4-d]thiazole-6,4'-piperidine]